C12(CC(C1)C2)NC(=O)NC(C)C2=CC(=CC=C2)OC(F)(F)F 1-(1-bicyclo[1.1.1]pentanyl)-3-[1-[3-(trifluoromethoxy)phenyl]ethyl]urea